6-fluoro-3-((3-fluorobenzyl)amino)-5-(1-(2-fluorophenyl)ethyl)-4H-benzo[e][1,2,4]thiadiazine 1,1-dioxide FC=1C=CC2=C(NC(=NS2(=O)=O)NCC2=CC(=CC=C2)F)C1C(C)C1=C(C=CC=C1)F